1-(trans-4-((4-(4-chloro-1H-pyrazol-3-yl)-5-(trifluoromethyl)pyrimidin-2-yl)amino)-cyclohexyl)-1-(5-(2-ethoxy-pyrimidin-5-yl)pyrazin-2-yl)-3-(2,2,2-trifluoroethyl)urea ClC=1C(=NNC1)C1=NC(=NC=C1C(F)(F)F)N[C@@H]1CC[C@H](CC1)N(C(=O)NCC(F)(F)F)C1=NC=C(N=C1)C=1C=NC(=NC1)OCC